NC(C[C@H](C(=O)N[C@H](C(=O)OC)C(C)C)NC(=O)OC(C)(C)C)=O methyl (2S)-2-[[(2R)-4-amino-2-(tert-butoxycarbonylamino)-4-oxo-butanoyl]amino]-3-methyl-butanoate